B(C1=CC=C(C=C1)S(=O)(=O)NC2=C(C(=CC=C2)Cl)C)(O)O 4-(N-(3-CHLORO-2-METHYLPHENYL)SULFAMOYL)PHENYLBORONIC ACID